C(C)(C)(C)OC(=O)N1[C@@H]2C[C@H]([C@H]([C@H]1C)C2)O[Si](C2=CC=CC=C2)(C2=CC=CC=C2)C(C)(C)C (1S,3R,4S,5R)-5-[(tert-butyldiphenylsilyl)oxy]-3-methyl-2-azabicyclo[2.2.1]heptane-2-carboxylic acid tert-butyl ester